C(CCC)NC1=CC(=NC(C1)C)S(=O)C 4-(Butylamino)-6-methyl-2-(methylsulfinyl)-5,6-dihydropyridin